(4-bromobutyl)-4-fluoro-2-(1H-pyrazol-5-yl)-1-naphthacenecarbonitrile BrCCCCC=1C(=C(C2=CC3=CC4=CC=CC=C4C=C3C=C2C1F)C#N)C1=CC=NN1